BrC=1C=C(C=2N(C1)N=CC2C#N)OC=2C=CC(=NC2)NC(C=C)=O N-(5-((6-bromo-3-cyanopyrazolo[1,5-a]pyridin-4-yl)oxy)pyridin-2-yl)acrylamide